2-amino-N-(2-(m-tolyloxy)phenyl)acetamide NCC(=O)NC1=C(C=CC=C1)OC=1C=C(C=CC1)C